4-cycloheptyl-3,6-dimethyl-1,2-phenylene dibenzoate C(C1=CC=CC=C1)(=O)OC1=C(C(=C(C=C1C)C1CCCCCC1)C)OC(C1=CC=CC=C1)=O